FC1=C2C(=CNC2=CC=C1)NC(=O)N1CC2=CC=CC=C2CC1 N-(4-fluoro-1H-indol-3-yl)-3,4-dihydro-isoquinoline-2(1H)-carboxamide